1-Cyclobutyl-N-((1,2,3,5,6,7-hexahydro-s-indacen-4-yl)carbamoyl)azetidine-3-sulfonamide, Potassium Salt [K].C1(CCC1)N1CC(C1)S(=O)(=O)NC(NC1=C2CCCC2=CC=2CCCC12)=O